NC(C(=O)O)CC=1C(NC=CC1)=O 2-amino-3-(2-oxo-1,2-dihydropyridin-3-yl)propanoic acid